N1=CC(=CC=C1)C(C#N)=C 2-(pyridin-3-yl)acrylonitrile